FC(OC[C@H]1N(C[C@H](C1)OC1=NC=C(C=C1)C)C1=CC=C(C(=O)O)C=C1)F 4-((2S,4S)-2-((difluoromethoxy)methyl)-4-((5-methylpyridin-2-yl)oxy)pyrrolidin-1-yl)benzoic acid